C(C1=C(C(=CC(=C1)CC)C(C)(C)C)O)C1=C(C(=CC(=C1)CC)C(C)(C)C)O 2,2'-methylene-bis(4-ethyl-6-tert-butylphenol)